2-fluoro-N-(6-(2-fluoro-6-(hydroxymethyl)-4-methylphenyl)imidazo[1,2-a]pyridin-2-yl)cyclopropane-1-carboxamide FC1C(C1)C(=O)NC=1N=C2N(C=C(C=C2)C2=C(C=C(C=C2CO)C)F)C1